(2-methyl-cyclopropyl)-6-(6-trifluoromethyl-pyridin-2-yl)-N'-(2-trifluoromethyl-pyridin-4-yl)-[1,3,5]triazine-2,4-diamine CC1C(C1)NC1=NC(=NC(=N1)NC1=CC(=NC=C1)C(F)(F)F)C1=NC(=CC=C1)C(F)(F)F